cyclohexenyl-stearyl-phosphinic acid C1(=CCCCC1)P(O)(=O)CCCCCCCCCCCCCCCCCC